C(C)N1N=C(C=C1)C 1-ethyl-3-methylpyrazole